ClC1=C(C=C2COCC2=C1)C#CC1=NC=CC=C1S(=O)(=O)N(COC)C1=NOC(=C1C)C 2-((6-Chloro-1,3-dihydroisobenzofuran-5-yl)ethynyl)-N-(4,5-dimethylisoxazol-3-yl)-N-(methoxymethyl)pyridine-3-sulfonamide